NN1C(=NC(=C1C(=O)O)C1=CC=C(C=C1)C(NC1=NC=CC(=C1)C(F)(F)F)=O)[C@H]1N(CCC1)C(=O)OC(C)(C)C (S)-1-amino-2-(1-(tert-butoxycarbonyl)pyrrolidin-2-yl)-4-(4-((4-(trifluoromethyl)pyridin-2-yl)carbamoyl)phenyl)-1H-imidazole-5-carboxylic acid